oxadiazol-4(5H)-one O1N=NC(C1)=O